2-phenylindole dihydrate O.O.C1(=CC=CC=C1)C=1NC2=CC=CC=C2C1